OC1N(C2(CC2)C(N(C1)C(=O)OC(C)(C)C)O)C(=O)OC(C)(C)C 4,7-di-tert-butyl 5,8-dihydroxy-4,7-diazaspiro[2.5]octane-4,7-dicarboxylate